5-((6-((2-aminopyridin-4-yl)amino)-1-methyl-1H-pyrazolo[3,4-d]pyrimidin-3-yl)amino)-N-(2-(2,2-dimethylpyrrolidin-1-yl)ethyl)-6-methylnicotinamide NC1=NC=CC(=C1)NC1=NC=C2C(=N1)N(N=C2NC=2C(=NC=C(C(=O)NCCN1C(CCC1)(C)C)C2)C)C